Ethyl 2-(3,4,5-trifluorophenyl)-2H-1,2,3-triazole-4-carboxylate Ethyl-(2E,3E)-3-(hydroxyimino)-2-[2-(3,4,5-trifluorophenyl)hydrazinylidene]propanoate C(C)OC(/C(/C=N/O)=N/NC1=CC(=C(C(=C1)F)F)F)=O.FC=1C=C(C=C(C1F)F)N1N=CC(=N1)C(=O)OCC